(R)-N-benzyl-1-[7-(1-methylcyclopropyl)[1,3]thiazolo[4,5-d]pyrimidin-2-yl]pyrrolidine-2-carboxamide C(C1=CC=CC=C1)NC(=O)[C@@H]1N(CCC1)C=1SC2=C(N=CN=C2C2(CC2)C)N1